[Mn].[Li].BrC=1C(=NC=CC1)CC1N(C(C2=CC=CC=C12)=O)CC1=NC=C(C=N1)O 3-((3-bromopyridin-2-yl)methyl)-2-((5-hydroxypyrimidin-2-yl)methyl)isoindolin-1-one lithium manganese